1-(2-hydroxyethoxy)cyclopropan-1-formic acid OCCOC1(CC1)C(=O)O